1,3-diisooctylcyanato-4-methylcyclohexane C(CCCCC(C)C)C1(CC(C(CC1)C)CCCCCC(C)C)OC#N